FC(C=1C=C(C=CC1)CC(C)=O)(F)F 1-(3-(trifluoromethyl)phenyl)propan-2-on